2-[2,3-dichloro-6-(methoxymethoxy)phenyl]-4-(2-ethoxy-2-oxoethyl)pyrrolidine ClC1=C(C(=CC=C1Cl)OCOC)C1NCC(C1)CC(=O)OCC